2-(1-isopropylbenzotriazol-5-yl)-5-(2-methoxyphenyl)thiazole C(C)(C)N1N=NC2=C1C=CC(=C2)C=2SC(=CN2)C2=C(C=CC=C2)OC